1-(4-(difluoromethoxy)phenyl)-3-methyl-4-(1-((4-(methylsulfonyl)phenyl)amino)-1H-1,2,3-triazol-4-yl)-1H-pyrazol-5(4H)-one FC(OC1=CC=C(C=C1)N1N=C(C(C1=O)C=1N=NN(C1)NC1=CC=C(C=C1)S(=O)(=O)C)C)F